COC1=CC=C(CC(OC=2C=CC=C(CNN(C)C)C2)OC(=O)NCC2=CC=C(C=C2)N(C)C)C=C1 5-[(4-methoxybenzyl)(4-dimethylaminobenzyl)aminocarbonyloxymethoxy]dimethylaminobenzylamine